((4-(cyclohexyloxy)-2-methylene-4-oxobutanoyl)oxy)propanoic acid C1(CCCCC1)OC(CC(C(=O)OC(C(=O)O)C)=C)=O